3-bromo-N-(2-chloroethyl)-2-methylbenzenesulfonamide BrC=1C(=C(C=CC1)S(=O)(=O)NCCCl)C